OC(=O)C(F)(F)F.N1CCC(CC1)C1=CC=CC=2O[C@@H](COC21)C2=CC=C(C#N)C=C2 (R)-4-(5-(piperidin-4-yl)-2,3-dihydrobenzo[b][1,4]dioxin-2-yl)benzonitrile TFA salt